ClC1=CC=C(C=C1)C(=C(CO)C)C 3-(4-chlorophenyl)-2-methylbut-2-en-1-ol